N[C@H](C(=O)O)[C@@H](C)C1=CC(=CC2=CC=CC=C12)F (2S,3S)-2-amino-3-(3-fluoronaphthalen-1-yl)butanoic acid